FC(C=1C=2N(C=CC1)N=C(C2)[C@H]2N(CCC1=C2N=CN1)C1=NC=CN=C1)F (S)-4-(4-(difluoromethyl)pyrazolo[1,5-a]pyridin-2-yl)-5-(pyrazin-2-yl)-4,5,6,7-tetrahydro-1H-imidazo[4,5-c]pyridine